ClC=1C=CC2=C(N=C(S2)C2CC3(CC(C3)NC(=O)C3=CC(=NC=C3)C(=O)N)C2)C1 (Sa)-N4-[6-(5-chloro-1,3-benzothiazol-2-yl)spiro[3.3]heptan-2-yl]pyridine-2,4-dicarboxamide